FC(C=1C=C(C=CC1)C1=CC=C(C=C1)C=O)(F)F 3'-trifluoromethylbiphenyl-4-carbaldehyde